ClC1=NC(=CC(N1C)=O)Cl 2,6-dichloro-3-methylpyrimidin-4(3H)-one